8-Amino-6-fluoro-2-hydroxy-2,5-dimethyl-3,4-dihydronaphthalen-1(2H)-one NC=1C=C(C(=C2CCC(C(C12)=O)(C)O)C)F